CC1=NC(NC=C1)=O methyl-pyrimidone